trans-(2RS,3RS)-3-(pyridin-2-yldisulfanyl)-1,2,3,4-tetrahydronaphthalen-2-ol N1=C(C=CC=C1)SS[C@H]1[C@@H](CC2=CC=CC=C2C1)O |r|